ethyl margarate C(CCCCCCCCCCCCCCCC)(=O)OCC